FC=1C=C(C=CC1)C1=NC2=C(C(O1)=O)C=CC=C2 3-fluorophenyl-4H-3,1-benzoxazin-4-one